3-Bromo-7-chloro-5-ethylthieno[3,2-c]pyridin-4(5H)-one BrC1=CSC2=C1C(N(C=C2Cl)CC)=O